4-(2-methoxyphenyl)-6-methyl-N-[5-(pyridine-4-carbonyl)-4H,5H,6H-pyrrolo[3,4-d][1,3]thiazol-2-yl]pyridine-3-carboxamide COC1=C(C=CC=C1)C1=C(C=NC(=C1)C)C(=O)NC=1SC2=C(N1)CN(C2)C(=O)C2=CC=NC=C2